Cl.C1(CC1)CC1=NN=C2N1C=CC(=C2C(F)(F)F)[C@H](C)OC2=C(C=C(C=C2)F)F 3-(Cyclopropylmethyl)-7-[(1S)-1-(2,4-difluorophenoxy)ethyl]-8-(trifluoromethyl)[1,2,4]triazolo[4,3-a]pyridine hydrochloride salt